CO[C@@H]1[C@H](CN(C1)C)NC=1N=C(C2=C(N1)N=C(C=C2C)C)NC N2-((3S,4S)-4-methoxy-1-methylpyrrolidin-3-yl)-N4,5,7-trimethylpyrido[2,3-d]pyrimidine-2,4-diamine